methyl 2-oxo-1,2,3,4-tetrahydroquinoline-8-carboxylate O=C1NC2=C(C=CC=C2CC1)C(=O)OC